C(C)OC(C(C(C(=O)OCC)C)CCC(F)(F)F)=O 2-(3,3,3-trifluoropropyl)-3-methylsuccinic acid diethyl ester